O1C(=NC=C1)C1=CC=C(C=C1)C=1C(=NC(=NC1)N)N [4-(oxazol-2-yl)phenyl]-2,4-pyrimidinediamine